CC1(OCCC2=CC(=CC=C12)O)C 1,1-dimethyl-3,4-dihydroisochromene-6-ol